5-[2-fluoro-6-hydroxy-4-[[[(3R)-1-methylsulfonyl-3-piperidyl]amino]methyl]phenyl]-1,1-dioxo-1,2,5-thiadiazolidin-3-one FC1=C(C(=CC(=C1)CN[C@H]1CN(CCC1)S(=O)(=O)C)O)N1CC(NS1(=O)=O)=O